BrC=1C(=C(C=C(C1)C)CC(CC1CC1)C)O (3-bromo-2-hydroxy-5-methyl-phenyl)-3-cyclopropyl-2-methyl-propane